ClC=1C2=C(N=C(N1)N)C=CN2 4-chloro-5H-pyrrolo[3,2-D]pyrimidin-2-amine